2-[3-[3-(Difluoromethoxy)-4-(3-hydroxyazetidine-1-carbonyl)-5-methoxy-phenyl]imidazo[1,2-a]pyridin-7-yl]-2-methyl-propionitrile FC(OC=1C=C(C=C(C1C(=O)N1CC(C1)O)OC)C1=CN=C2N1C=CC(=C2)C(C#N)(C)C)F